(3R,4R)-1-(1-((5-chloro-2-pyrimidinyl)methyl)-5,6-difluoro-1H-benzimidazol-2-yl)-4-fluoro-3-piperidinamine ClC=1C=NC(=NC1)CN1C(=NC2=C1C=C(C(=C2)F)F)N2C[C@H]([C@@H](CC2)F)N